4-ethyl-2-methyloxazole-5-carboxamide hydrochloride Cl.C(C)C=1N=C(OC1C(=O)N)C